FC1=C(C=C(C=C1)C(C)=O)C(F)(F)F 1-(4-fluoro-3-(trifluoromethyl)phenyl)ethan-1-one